tert-butyl ((5-carbamimidoyl-1H-pyrrolo[3,2-b]pyridin-2-yl)methyl)-(methyl)carbamate acetate C(C)(=O)O.C(N)(=N)C1=CC=C2C(=N1)C=C(N2)CN(C(OC(C)(C)C)=O)C